[3-(difluoromethyl)-6-[5-[(6-methylpyridazin-3-yl)amino]benzimidazol-1-yl]-2-pyridyl]-[2-(trifluoromethyl)azetidin-1-yl]methanone FC(C=1C(=NC(=CC1)N1C=NC2=C1C=CC(=C2)NC=2N=NC(=CC2)C)C(=O)N2C(CC2)C(F)(F)F)F